O=C1NC(CCC1C1=NN(C2=CC(=CC=C12)N1CCC(CC1)CN1C[C@@H](N(CC1)C(=O)OC(C)(C)C)CO)C)=O tert-butyl (2R)-4-((1-(3-(2,6-dioxopiperidin-3-yl)-1-methyl-1H-indazol-6-yl)piperidin-4-yl)methyl)-2-(hydroxymethyl)piperazine-1-carboxylate